N-(4-((2-amino-3-cyclopropylpyridin-4-yl)oxy)-3,5-difluorophenyl)-1-(3-fluoropyridin-2-yl)-5-(Trifluoromethyl)-1H-pyrazole-4-carboxamide NC1=NC=CC(=C1C1CC1)OC1=C(C=C(C=C1F)NC(=O)C=1C=NN(C1C(F)(F)F)C1=NC=CC=C1F)F